1-methyl-7-[4-(4-methylpiperazin-1-yl)anilino]-3-pyrrolidin-3-yl-4H-pyrimido[4,5-d]pyrimidin-2-one CN1C(N(CC=2C1=NC(=NC2)NC2=CC=C(C=C2)N2CCN(CC2)C)C2CNCC2)=O